C(CCCCCCC)C(CCCCCCCC)OC(CCCCCCCOC(=O)[C@H]1N(C[C@@H](CC1)O)C(=O)OC(C)(C)C)=O (2S,5R)-5-hydroxypiperidine-1,2-dicarboxylic acid O1-tert-butyl ester O2-[8-(1-octylnonyloxy)-8-oxo-octyl] ester